7-(4-aminocyclohexyl)-4-((1-methyl-1H-pyrazol-4-yl)oxy)-7H-pyrrolo[2,3-d]pyrimidine NC1CCC(CC1)N1C=CC2=C1N=CN=C2OC=2C=NN(C2)C